ClC1=CC=CC(=N1)C1(CC1)CN1N=C2N([C@@H](CCC2)C(=O)O)C1=O (5S)-2-{[1-(6-Chloropyridin-2-yl)cyclopropyl]methyl}-3-oxo-2,3,5,6,7,8-hexahydro[1,2,4]triazolo[4,3-a]pyridine-5-carboxylic acid